NCCCCO 4-aminobutane-1-ol